ClC1=C(C=CC=C1C1=CC=C(C(=N1)OC)C(N)(C)N1C(CCC1)=O)C1=C(C(=CC=C1)NC=1C2=C(N=CN1)C=CC=N2)Cl (6-(2,2'-dichloro-3'-(pyrido[3,2-d]pyrimidin-4-ylamino)-[1,1'-biphenyl]-3-yl)-2-methoxypyridin-3-yl-methyl-aminomethyl)pyrrolidin-2-one